2-(4-cyclopropyl-6-methoxypyrimidin-5-yl)-8-(2-fluoro-4-(5-methyl-3-(trifluoromethyl)-1H-pyrazol-1-yl)benzyl)pyrido[2,3-d]pyrimidin-7(8H)-one C1(CC1)C1=NC=NC(=C1C=1N=CC2=C(N1)N(C(C=C2)=O)CC2=C(C=C(C=C2)N2N=C(C=C2C)C(F)(F)F)F)OC